[(2S,5S)-2-tert-butyl-1,4-diazepan-5-yl]methanethiol C(C)(C)(C)[C@@H]1NCC[C@H](NC1)CS